tert-Butyl (2-(4-(5-((4-((4-(acetamidomethyl)piperidin-1-yl)methyl)-6-(3,5-dichlorophenyl)pyridin-2-yl)oxy)pyridin-2-yl)piperazin-1-yl)ethyl)carbamate C(C)(=O)NCC1CCN(CC1)CC1=CC(=NC(=C1)C1=CC(=CC(=C1)Cl)Cl)OC=1C=CC(=NC1)N1CCN(CC1)CCNC(OC(C)(C)C)=O